FC=1C=C(C=C(C1C=1C=NC=C(C1)OC)C=1N=NN(N1)C(C1=CC=CC=C1)(C1=CC=CC=C1)C1=CC=CC=C1)N 3-fluoro-4-(5-methoxypyrid-3-yl)-5-(2-trityl-2H-tetrazol-5-yl)phenylamine